FC1(CN(CCC1)C1=CC(N(C=N1)C[C@@]1(CCN(CC12CCCC2)C(=O)N2[C@@H](CNCC2)C2=CC=CC=C2)O)=O)F 6-(3,3-Difluoro-piperidin-1-yl)-3-(((S)-10-hydroxy-7-((R)-2-phenylpiperazine-1-carbonyl)-7-azaspiro[4.5]decan-10-yl)methyl)pyrimidin-4(3H)-one